(4-(1,2,4-oxadiazol-5-yl)phenyl)formamide O1N=CN=C1C1=CC=C(C=C1)NC=O